(S)-cyclopropyl-(2,2-difluorobenzo[d][1,3]dioxol-5-yl)methylamine hydrochloride Cl.C1(CC1)NCC1=CC2=C(OC(O2)(F)F)C=C1